6-(difluoromethyl)-1,2,4-triazine-3,5(2h,4h)-dione FC(C=1C(NC(NN1)=O)=O)F